NCC1CCC(CC1)NS(=O)(=O)CC N-((1R,4R)-4-(aminomethyl)cyclohexyl)ethanesulfonamide